cis-N-{2-fluoro-3-[6-oxo-4-(trifluoromethyl)-1,6-dihydropyrimidin-2-yl]-4-(trifluoromethyl)benzyl}-3-{[2-(trifluoromethyl)benzyl]oxy}cyclobutane-1-carboxamide FC1=C(CNC(=O)[C@@H]2C[C@@H](C2)OCC2=C(C=CC=C2)C(F)(F)F)C=CC(=C1C=1NC(C=C(N1)C(F)(F)F)=O)C(F)(F)F